7,8-dimethoxy-1,3,4,5-tetrahydro-benzazepin-2-one COC=1C(=CC2=C(CCCC(N2)=O)C1)OC